1-(6-methylpyridin-2-yl)ethanone CC1=CC=CC(=N1)C(C)=O